(S)-(5-chloro-1-(2,2,2-trifluoroethyl)-1H-pyrazol-4-yl)(4-(4-fluorobenzo[d]thiazol-2-yl)-6,7-dihydro-1H-imidazo[4,5-c]pyridin-5(4H)-yl)methanone ClC1=C(C=NN1CC(F)(F)F)C(=O)N1[C@@H](C2=C(CC1)NC=N2)C=2SC1=C(N2)C(=CC=C1)F